((3S)-1-(2-(2,6-dioxopiperidin-3-yl)-1,3-dioxoisoindolin-4-yl)piperidin-3-yl)acetic acid O=C1NC(CCC1N1C(C2=CC=CC(=C2C1=O)N1C[C@@H](CCC1)CC(=O)O)=O)=O